Cl.NC1=CC=CC=C1 Aniline hydrochloride